3-methyl-octanolate CC(CC[O-])CCCCC